N-(((2S,3R,6R)-2,6-dimethylmorpholin-3-yl-5,5-d2)methyl)-5-(trifluoromethyl)pyridin-2-amine hydrochloride Cl.C[C@H]1[C@H](NC([C@H](O1)C)([2H])[2H])CNC1=NC=C(C=C1)C(F)(F)F